1-(1,1-Difluoroethyl)-4-fluoro-N'-(((R)-3-methyl-1,2,3,5,6,7-hexahydrodicyclopenta[b,e]pyridin-8-yl)carbamoyl)-1H-pyrazole-3-sulfonimidamide FC(C)(F)N1N=C(C(=C1)F)S(=O)(N)=NC(NC1=C2C(=NC3=C1CCC3)[C@@H](CC2)C)=O